5-{4-[4-(5-cyclopropyl-3-methylpyridin-2-yl)piperazine-1-carbonyl]-3-fluorophenyl}-5-methoxymethyl-imidazolidine-2,4-dione C1(CC1)C=1C=C(C(=NC1)N1CCN(CC1)C(=O)C1=C(C=C(C=C1)C1(C(NC(N1)=O)=O)COC)F)C